NC(CC[SiH](OC)OC)C 3-aminobutyl-(dimethoxysilane)